1-(4-(5-(Chlorodifluoromethyl)-1,2,4-oxadiazol-3-yl)phenyl)-2-((4-methylbenzyl)oxy)ethan-1-on ClC(C1=NC(=NO1)C1=CC=C(C=C1)C(COCC1=CC=C(C=C1)C)=O)(F)F